N-(3-Methoxy-5-((tetrahydrofuran-3-yl)oxy)phenyl)quinolin-4-amine COC=1C=C(C=C(C1)OC1COCC1)NC1=CC=NC2=CC=CC=C12